4-(4-(5-fluoro-6-morpholinopyridin-3-yl)quinolin-6-yl)pyridin-2-amine FC=1C=C(C=NC1N1CCOCC1)C1=CC=NC2=CC=C(C=C12)C1=CC(=NC=C1)N